N[C@H]1CS(C2=C(N(C1=O)CC1=CC=C(C=C1)Cl)C=C(C(=C2)F)C2=NOC(=N2)C(C(F)(F)F)(F)F)(=O)=O (3R)-3-amino-5-[(4-chlorophenyl)methyl]-8-fluoro-1,1-dioxo-7-[5-(1,1,2,2,2-pentafluoroethyl)-1,2,4-oxadiazol-3-yl]-2,3-dihydro-1lambda6,5-benzothiazepin-4-one